6-((1H-indazol-4-yl)sulfonyl)-2-((6-methoxypyridin-3-yl)methyl)phthalazin-1(2H)-one N1N=CC2=C(C=CC=C12)S(=O)(=O)C=1C=C2C=NN(C(C2=CC1)=O)CC=1C=NC(=CC1)OC